chloro-N,N,N',N'-tetramethylformamidinium hexafluorophosphat F[P-](F)(F)(F)(F)F.ClC(=[N+](C)C)N(C)C